CN1N=NC(=C1NC(O[C@H](C)C=1C(=NC=CC1)F)=O)C1=NC(=C(C=C1)NS(=O)(=O)C)C (R)-1-(2-fluoro-pyridin-3-yl)ethyl (1-methyl-4-(6-methyl-5-(methyl-sulfonamido)pyridin-2-yl)-1H-1,2,3-triazol-5-yl)carbamate